4-Nitrophenyl (4-iodophenyl)carbamate IC1=CC=C(C=C1)NC(OC1=CC=C(C=C1)[N+](=O)[O-])=O